2-undecyl-4-hydroxymethyl-4-methyl-1,3-oxazoline C(CCCCCCCCCC)C=1OCC(N1)(C)CO